CP(=O)(OC(C(=O)O)CCC(=O)O)O 2-[[methyl-hydroxyphosphinyl]oxy]glutaric acid